C(CC1=CC=CC=C1)C=1C(=NC(=CC1O)OCC1OCCCC1)CCC1=CC=C(C=C1)CCC 3-Phenethyl-2-(4-propylphenethyl)-6-((tetrahydro-2H-pyran-2-yl)methoxy)pyridin-4-ol